NS(=O)(=O)NC1CCN(CC1)C1=C(C=C(C=C1)F)NC(=O)C=1N=C(C=2N(C1)C=CN2)C2=C(C=CC=C2OC)F N-(2-{4-[(aminosulfonyl)amino]hexahydropyridin-1-yl}-5-fluorophenyl)-8-(2-fluoro-6-methoxyphenyl)imidazo[3,2-a]pyrazine-6-carboxamide